C1(CC1)COC=1C=C(C(=C(C(=O)NC(C)C=2C=NC(=NC2)C(F)(F)F)C1)F)C=1SC(=CN1)C 5-(cyclopropylmethoxy)-2-fluoro-3-(5-methylthiazol-2-yl)-N-(1-(2-(trifluoromethyl)pyrimidin-5-yl)ethyl)benzamide